CC1=C(C=CC=C1)C1=CC2=C([C@H](CCO2)CNC=2C=NC=CC2C(=O)O)C=C1 3-({[(4S)-7-(2-methylphenyl)-3,4-dihydro-2H-1-benzopyran-4-yl]methyl}amino)pyridine-4-carboxylic acid